O[C@H](CN1N=CC(=C1)C1=CC=CC(=N1)C(=O)NC=1C=C2C(=NC1N1CCCCC1)N=C(S2)N2CCOCC2)C (S)-6-(1-(2-hydroxypropyl)-1H-pyrazol-4-yl)-N-(2-morpholino-5-(piperidin-1-yl)thiazolo[4,5-b]pyridin-6-yl)picolinamide